[Cl-].OC(C)C1=NC=CN1C 1-hydroxyethyl-3-methylimidazole chloride salt